1,1,1,3,3-pentamethyldisilazane C[Si](N[SiH](C)C)(C)C